ClC=1C=C(C(=O)NC2=CC(=CC=C2)[C@H](C)NC=2C=NC=3C(N2)=NN(C3)CC)C=CC1C (S)-3-chloro-N-(3-(1-((2-ethyl-2H-pyrazolo[3,4-b]pyrazin-6-yl)amino)ethyl)phenyl)-4-methylbenzamide